3-[(E)-2-(azetidin-3-yl)vinyl]-5-(trifluoromethyl)-1,2-oxazole N1CC(C1)/C=C/C1=NOC(=C1)C(F)(F)F